2-(2-isopropylphenyl)-5-methoxy-N-methyl-N-((4-(pyridin-2-yl)cyclohexyl)methyl)pyrimidin-4-amine C(C)(C)C1=C(C=CC=C1)C1=NC=C(C(=N1)N(CC1CCC(CC1)C1=NC=CC=C1)C)OC